C12CCCC(CC1)N2CC(=O)NC=2C=C(C(=NC2)C)NC(=O)C=2C=C1C(=NC2)NC(=C1)C=1C=NN(C1)C N-(5-(2-(8-azabicyclo[3.2.1]octan-8-yl)acetamido)-2-methylpyridin-3-yl)-2-(1-methyl-1H-pyrazol-4-yl)-1H-pyrrolo[2,3-b]pyridine-5-carboxamide